O1C(OCC2=C1C=CC=C2)C2=CC(=NC(=N2)C(=O)N)C2=CC=C(C=C2)Cl 6-(benzo1,3-dioxanyl)-4-(4-chlorophenyl)-pyrimidineamide